tert-butyl (R)-2-(3-(2-methylpyrrolidin-1-yl)-5-(N-methylaminosulfonyl) phenyl)-7-(2-(trimethylsilyl) ethynyl)-5H-pyrrolo[2,3-b]pyrazine-5-carboxylate C[C@H]1N(CCC1)C=1C=C(C=C(C1)S(=O)(=O)NC)C=1N=C2C(=NC1)N(C=C2C#C[Si](C)(C)C)C(=O)OC(C)(C)C